2,2-bis(p-hydroxyphenyl)pentane tert-butyl-3-(2-(3-(aminomethyl)-4-methylphenoxy)ethyl)octahydroquinoline-1(2H)-carboxylate C(C)(C)(C)OC(=O)N1CC(CC2CCCCC12)CCOC1=CC(=C(C=C1)C)CN.OC1=CC=C(C=C1)C(C)(CCC)C1=CC=C(C=C1)O